FC=1C(=C2C(=NC(=NN2C1)N[C@@H]1[C@@H](CN(CC1)C)F)OC([2H])([2H])[2H])C=1C=CC2=C(N(N=N2)CCF)C1 6-fluoro-N-((3R,4S)-3-fluoro-1-methylpiperidin-4-yl)-5-(1-(2-fluoroethyl)-1H-benzo[d][1,2,3]triazol-6-yl)-4-(methoxy-d3)pyrrolo[2,1-f][1,2,4]triazin-2-amine